C(O)(O)=O.C(CCC)(=O)OCC1CO1 glycidyl butyrate carbonate